(1-iminoethyl)-3-nitrobenzothioamide N=C(C)C1=C(C(N)=S)C=CC=C1[N+](=O)[O-]